6-fluoro-5-((4-(((5-fluoro-2-methyl-3-oxo-3,4-dihydroquinoxalin-6-yl)methyl)amino)bicyclo[2.2.1]heptan-1-yl)amino)-N-methylpicolinamide FC1=C(C=CC(=N1)C(=O)NC)NC12CCC(CC1)(C2)NCC=2C(=C1NC(C(=NC1=CC2)C)=O)F